FC(C1(NC=CC=C1)C=O)(F)F 2-trifluoromethylpyridine-formaldehyde